The molecule is a carbohydrate sulfate that is the 2-O-sulphate derivative of 5-dehydro-4-deoxy-D-glucuronic acid. It is a carbohydrate sulfate, an aldehyde and a monocarboxylic acid. It derives from a 5-dehydro-4-deoxy-D-glucuronic acid. It is a conjugate acid of a 5-dehydro-4-deoxy-2-O-sulfo-D-glucuronic acid(2-). C([C@@H]([C@H](C=O)OS(=O)(=O)O)O)C(=O)C(=O)O